FC1=C(C(=CC(=C1)CNC1=NC=C(C(=C1)C)F)O)N1CC(NS1(=O)=O)=O 5-(2-fluoro-4-(((5-fluoro-4-methylpyridin-2-yl)amino)methyl)-6-hydroxyphenyl)-1,2,5-thiadiazolidin-3-one 1,1-dioxide